5-[5-amino-7-(4-fluorophenyl)-2-[(3-fluoropyridin-2-yl)methyl]-[1,2,4]triazolo[1,5-c]pyrimidin-8-yl]-1-[(3S)-oxolan-3-yl]-1,2-dihydropyridin-2-one NC1=NC(=C(C=2N1N=C(N2)CC2=NC=CC=C2F)C=2C=CC(N(C2)[C@@H]2COCC2)=O)C2=CC=C(C=C2)F